C1(=CC=CC2=CC=C3C=C4C=CC=CC4=CC3=C12)CCC(C(O)(O)O)O 4-tetraphenylbutanetetraol